N1CCC(CC1)SC1=CN=C(N=N1)C=1C=C2C=CN=CC2=CC1O 6-(6-(piperidin-4-ylthio)-1,2,4-triazin-3-yl)isoquinolin-7-ol